OCCN1C(CN(C(C1)=O)CCO)=O 1,4-bis(2-hydroxyethyl)piperazine-2,5-dione